NCCCCCCCC(=O)N[C@H](C(=O)N[C@H](C(=O)NCCNC(=O)[C@@H]1[C@H](N(C(C1)=O)C)C=1C=NC=CC1)CC1=CC=CC=C1)CC1=CC=CC=C1 (2S,3S)-N-(2-((S)-2-((S)-2-(8-Aminooctanamido)-3-phenyl-propanamido)-3-phenylpropanamido)ethyl)-1-methyl-5-oxo-2-(pyridin-3-yl)pyrrolidine-3-carboxamide